N1=NC(=CC=C1)N1N=CC(=C1C(F)(F)F)C(=O)N 1-(Pyridazine-3-yl)-5-(trifluoromethyl)-1H-Pyrazole-4-carboxamide